C(C1=C(C(=CC(=C1)C(C)(C)C)N1N=C2C(=N1)C=CC=C2)O)C2=C(C(=CC(=C2)C(C)(C)C)N2N=C1C(=N2)C=CC=C1)O 2,2'-methylenebis[4-t-butyl-6-(2H-benzotriazole-2-yl)phenol]